[Si](=O)=O.[B] boron-silicon dioxide